lithium manganese phosphate lithium-iron salt [Fe+2].[Li+].P(=O)([O-])([O-])[O-].[Mn+2].[Li+].P(=O)([O-])([O-])[O-]